(3-pyridazin-4-yl-1H-pyrazol-5-yl)-[3-[2-(trifluoromethyl)thiazol-5-yl]pyrrolidin-1-yl]methanone N1=NC=C(C=C1)C1=NNC(=C1)C(=O)N1CC(CC1)C1=CN=C(S1)C(F)(F)F